pyrazolo[1,5-a]Pyrimidine-3-amine N1=CC(=C2N1C=CC=N2)N